C(C)(C)(C)OC(NC1CCN(CC1)S(N(C)C1CCC(CC1)NC1=C2C(N(C(C2=CC=C1)=O)C1C(NC(CC1)=O)=O)=O)(=O)=O)=O (1-(N-(4-((2-(2,6-dioxopiperidin-3-yl)-1,3-dioxoisoindolin-4-yl)amino)-cyclohexyl)-N-methylsulfamoyl)piperidin-4-yl)carbamic acid tert-butyl ester